C(C)(C)(C)C1=CC=C(CNC2=NC=CC=C2)C=C1 N-(4-tert-butylbenzyl)pyridine-2-amine